C[C@@H](C1=CC=CC=C1)N (-)-alpha-phenethylamine